NC1=C(C=C2N=CC=NC2=C1C1=C(C(=CC=C1)O)C)C(=O)N 7-Amino-8-(3-hydroxy-2-methyl-phenyl)quinoxaline-6-carboxamide